(R)-N-(1-(3-(difluoro(1-methylpiperidin-4-yl)methyl)-2-fluorophenyl)ethyl)-6-(4-isopropylpiperazin-1-yl)-7-methoxy-2-methylpyrido[2,3-d]pyrimidin-4-amine FC(C=1C(=C(C=CC1)[C@@H](C)NC=1C2=C(N=C(N1)C)N=C(C(=C2)N2CCN(CC2)C(C)C)OC)F)(C2CCN(CC2)C)F